O=C1NC(CCC1N1C(C2=CC=C(C=C2C1=O)NS(=O)(=O)C1=C(C=CC(=C1)F)C)=O)=O N-(2-(2,6-dioxopiperidin-3-yl)-1,3-dioxoisoindolin-5-yl)-5-fluoro-2-methylbenzenesulfonamide